N-(piperidin-4-yl)-N-(propan-2-yl)-2-[1-(pyrimidin-5-yl)-1H-pyrazol-4-yl]-1,3-thiazole-4-carboxamide N1CCC(CC1)N(C(=O)C=1N=C(SC1)C=1C=NN(C1)C=1C=NC=NC1)C(C)C